2-(1,3-dimethyl-1H-indazol-5-yl)acetic acid CN1N=C(C2=CC(=CC=C12)CC(=O)O)C